C(C)N1C(N(C(C=2C1=NC(=NC2)C2=CC=CC=C2)=O)CC(=O)NCC2OCCC2)=O 1-Ethyl-1,4-dihydro-2,4-dioxo-7-phenyl-N-[(tetrahydro-2-furanyl)methyl]pyrimido[4,5-d]pyrimidine-3(2H)-acetamide